FC(OC1=NC(=CC(=C1C(=O)N)C1=CC=NC=C1)C)F (difluoromethoxy)-6-methyl-(4,4'-bipyridine)-3-carboxamide